BrC=1C(N(C(C1)=O)C1=CC=CC=C1)=O 3-bromo-1-phenyl-1H-pyrrole-2,5-dione